C/C=C/C=C/C=C(\\C)/C=C/C(=C/1\\C(=O)CNC1=O)/O The molecule is a member of the class of pyrrolidin-2-ones that is pyrrolidine-2,4-dione substituted at position 3 by a deca-2,4,6,8-tetraen-1-ylidene group which in turn is substituted by a hydroxy and methyl substituents at positions 1 and 4 respectively. It is an antibiotic isolated from Penicillium sp. It has a role as an antibacterial agent and a Penicillium metabolite. It is a polyene antibiotic, an enol and a member of pyrrolidin-2-ones.